C(C1=CC=CC=C1)OC(=O)NC12CC(C1)(C2)N2C(N1[C@@H]([C@H](N(CC1)C(=O)OC(C)(C)C)C(=O)OC)C2)=O 7-(tert-butyl) 8-methyl (8S,8aR)-2-(3-(((benzyloxy)carbonyl)amino)bicyclo[1.1.1]pentan-1-yl)-3-oxohexahydroimidazo[1,5-a]pyrazine-7,8(1H)-dicarboxylate